C[N+](CCCC(=O)[O-])(CCOC(C(=C)C)=O)C Dimethyl(2-methacryloyloxyethyl)(3-carboxylatopropyl)aminium